C/C(/C(=O)O)=C/C(=O)O (2Z)-2-Methylbut-2-enedioic acid